ClC=1C=CC(=C(C1)\C(\C(=O)OCC)=N/O)F ethyl (E)-2-(5-chloro-2-fluorophenyl)-2-(hydroxyimino)acetate